5-(2,6-dichloro-phenyl)4-oxo-cyclohexanecarboxylic acid ClC1=C(C(=CC=C1)Cl)C1C(CCC(C1)C(=O)O)=O